benzyl alcohol lithium salt [Li].C(C1=CC=CC=C1)O